3-methoxy-4-(thiazol-4-ylmethoxy)aniline COC=1C=C(N)C=CC1OCC=1N=CSC1